FC1(C(CCNCC1)O)F 5,5-difluoroazepan-4-ol